trans-2-[2-(1-imino-1-oxo-thian-4-yl)pyrazolo[3,4-b]pyridin-6-yl]-3-methyl-5-(trifluoromethyl)phenol N=S1(CCC(CC1)N1N=C2N=C(C=CC2=C1)C1=C(C=C(C=C1C)C(F)(F)F)O)=O